(S)-2-((6-(dimethylamino)pyrimidin-4-yl)amino)-9-(5,6,7,8-tetrahydro-1,8-naphthyridin-2-yl)nonanoic acid CN(C1=CC(=NC=N1)N[C@H](C(=O)O)CCCCCCCC1=NC=2NCCCC2C=C1)C